3-((3S,4S)-4-Amino-3-methyl-2-oxa-8-azaspiro[4.5]decan-8-yl)-6-((3-chloro-2-methoxypyridin-4-yl)thio)pyrazin-2(1H)-on N[C@@H]1[C@@H](OCC12CCN(CC2)C=2C(NC(=CN2)SC2=C(C(=NC=C2)OC)Cl)=O)C